1-isopropyl-5-methyl-3,5-dihydro-4H-pyridazino[4,5-b]indol-4-one C(C)(C)C1=NNC(C=2N(C=3C=CC=CC3C21)C)=O